FC1=C(C(=CC=C1)F)C1=NC=2C(=NNC2C=2C=C(N=C(C2N1)C)N1CC2(C1)CCOCC2)C 2-[8-(2,6-difluorophenyl)-5,11-dimethyl-3,4,7,9,12-pentazatricyclo[8.4.0.02,6]tetradeca-1(10),2(6),4,7,11,13-hexaen-13-yl]-7-oxa-2-azaspiro[3.5]nonane